[C@@H]1([C@@H](C1)C(=O)Cl)C(=O)Cl (trans)-cyclopropane-1,2-dicarbonyl Dichloride